ClCC(=O)NC1=C2C=CC=NC2=C(C=C1C(=O)C=1C2=CN(N=C2C(=C(C1)F)F)C1OCCCC1)C 2-chloro-N-[6-[6,7-difluoro-2-(oxan-2-yl)indazole-4-carbonyl]-8-methylquinolin-5-yl]acetamide